2,6-dichloro-3-cyano-4-trifluoromethylpyridine ClC1=NC(=CC(=C1C#N)C(F)(F)F)Cl